CN(CCC=O)C(CC)CC 3-[METHYL(PENTAN-3-YL)AMINO]PROPANAL